3-(4-(3,6-diazabicyclo[3.1.1]heptan-6-yl)-6-fluoro-1-oxoisoindolin-2-yl)piperidine-2,6-dione C12CNCC(N1C1=C3CN(C(C3=CC(=C1)F)=O)C1C(NC(CC1)=O)=O)C2